tert-Butyl 4-(4-amino-3-(4-methylpiperidin-1-yl)phenyl)piperazine-1-carboxylate NC1=C(C=C(C=C1)N1CCN(CC1)C(=O)OC(C)(C)C)N1CCC(CC1)C